FC1=CC(=CC2=C1OC1(CC1)CCO2)COC2=NC(N1C(N3C(COCC3)C1)=C2)=O 7-((9-fluoro-3,4-dihydrospiro[benzo[b][1,4]dioxepine-2,1'-cyclopropan]-7-yl)methoxy)-3,4,11,11a-tetrahydropyrimido[6',1':2,3]imidazo[5,1-c][1,4]oxazin-9(1H)-one